NC1=NC=CC=C1 2-AMINO-PYRIDINE